1-benzyl 4-tert-butyl 2-(aminomethyl)piperazine-1,4-dicarboxylate NCC1N(CCN(C1)C(=O)OC(C)(C)C)C(=O)OCC1=CC=CC=C1